O[C@H]1C[C@H]2C[C@@H]([C@H]3[C@@H]4CC[C@H]([C@@H](CCC(=O)O)C)[C@]4(CC[C@@H]3[C@]2(CC1)C)C)N1N=NC(=C1)C(=O)OCC.C(#N)NC1CC(C1)C(=O)NC=1SC(=CN1)C1CCCCC1 3-(cyanoamino)-N-(5-cyclohexyl-1,3-thiazol-2-yl)cyclobutane-1-carboxamide 3a-hydroxy-7b-(4-ethoxycarbonyl-1,2,3-triazol-1-yl)-5b-cholanoate